NC=1C(NC=NC1N)=O 5,6-diaminopyrimidine-4(3H)-one